1-methyl-4-{4-[(6-{8-methyl-1H,2H,3H-pyrido[2,3-b][1,4]oxazin-7-yl}-5,6,7,8-tetrahydro-2,6-naphthyridin-3-yl)amino]phenyl}piperidin-4-ol CN1CCC(CC1)(O)C1=CC=C(C=C1)NC=1N=CC=2CCN(CC2C1)C1=C(C2=C(OCCN2)N=C1)C